tert-butyl 4-(1H-pyrazol-3-yl)piperidine-1-carboxylate N1N=C(C=C1)C1CCN(CC1)C(=O)OC(C)(C)C